Cl.N[C@H]1C=C(CC1=C(F)F)C(=O)O (S)-3-amino-4-(difluoromethylene)-1-cyclopentene-1-carboxylic acid hydrochloride salt